3-(4-(2-(pyridin-3-yl)ethyl)phenoxy)azetidine N1=CC(=CC=C1)CCC1=CC=C(OC2CNC2)C=C1